BrC1=CC=C(COC=2C=C3CCCC(C3=CC2)=O)C=C1 6-((4-bromobenzyl)oxy)-3,4-dihydronaphthalen-1(2H)-one